4-[2-(5-fluoro-2-pyridinyl)-4,5,6,7-tetrahydropyrazolo[1,5-a]pyridin-3-yl]-1H-pyrazolo[3,4-b]pyridine FC=1C=CC(=NC1)C1=NN2C(CCCC2)=C1C1=C2C(=NC=C1)NN=C2